5-chloro-N2-{2-methoxy-4-[4-(4-methylpiperazin-1-yl)piperidin-1-yl]phenyl}-N4-(4-nitrophenyl)pyrimidine-2,4-diamine ClC=1C(=NC(=NC1)NC1=C(C=C(C=C1)N1CCC(CC1)N1CCN(CC1)C)OC)NC1=CC=C(C=C1)[N+](=O)[O-]